C(C)OC(C1=CC=C(C=C1)C(NC1=NC=CC=C1)C1=CC(=C2C=CC=NC2=C1O)Cl)=O.OC1=CC=C2C(=CC=NC2=C1)N1CCN(CC1)CCCN1CCN(CC1)C1=CC=NC2=CC(=CC=C12)O 1,3-bis[4-(7-hydroxyquinolin-4-yl)piperazin-1-yl]propane Ethyl-4-((5-chloro-8-hydroxyquinolin-7-yl)(pyridin-2-ylamino)methyl)benzoate